C(C)(C)(C)OC(NCCN1C(=NC=C1)C1COCC1)=O (2-(2-(tetrahydrofuran-3-yl)-1H-imidazol-1-yl)ethyl)carbamic acid tert-butyl ester